FC(C1=CC=C(C=C1)N1CC(CC2=CC=CC=C12)CNCC#N)(F)F 2-(((1-(4-(trifluoromethyl)-phenyl)-1,2,3,4-tetrahydro-quinolin-3-yl)methyl)-amino)acetonitrile